methyl 5-((7-cyclobutoxy-4-oxo-3,4-dihydrophthalazin-1-yl)methyl)-2-fluorobenzoate C1(CCC1)OC1=CC=C2C(NN=C(C2=C1)CC=1C=CC(=C(C(=O)OC)C1)F)=O